(3aR,6R,6aR)-6-(tert-butoxymethyl)-4-(2,4-dichloropyrrolo[2,1-f][1,2,4]triazin-7-yl)-2,2-dimethyltetrahydro-4H-cyclopenta[d][1,3]dioxol-4-ol C(C)(C)(C)OC[C@H]1CC([C@H]2[C@@H]1OC(O2)(C)C)(O)C2=CC=C1C(=NC(=NN12)Cl)Cl